C(OC1=NC=CC=C1)(OC1=NC=CC=C1)=S O,O'-Di-2-pyridyl thiocarbonate